2-{1-[2-(Difluoromethoxy)pyridin-4-yl]azetidin-3-yl}-1-[6,7-dimethyl-4-(methylamino)-1,3-dihydro-2H-pyrrolo[3,4-c]pyridin-2-yl]ethanone FC(OC1=NC=CC(=C1)N1CC(C1)CC(=O)N1CC=2C(=NC(=C(C2C1)C)C)NC)F